C1(CC1)C1=C(C=CC(=C1)F)[C@H]1N(CCCCC1)C1=NC(=NC(=C1)C)N (S)-4-(2-(2-cyclopropyl-4-fluorophenyl)azepan-1-yl)-6-methylpyrimidin-2-amine